(E)-1-[(2-aminoethyl)amino]-4-(2,4-dimethoxyphenyl)but-3-en-2-one platinum [Pt].NCCNCC(\C=C\C1=C(C=C(C=C1)OC)OC)=O